(S)-2-aminobutyric acid ethyl ester C(C)OC([C@H](CC)N)=O